ethylene glycol Palladium (II) [Pd+2].C(CO)O